N1[C@H]2[C@@](CCC1)(CCC2)COC=2N=C(C1=C(N2)C(=C(N=C1OC)C1=C2C=NNC2=CC(=C1C)Cl)F)N1CCOC[C@](C1)(O)C (6S)-4-(2-{[(4aS,7aR)-octahydro-1H-cyclopenta[b]pyridin-4a-yl]methoxy}-7-(6-chloro-5-methyl-1H-indazol-4-yl)-8-fluoro-5-methoxypyrido[4,3-d]pyrimidin-4-yl)-6-methyl-1,4-oxazepan-6-ol